FC1=C(C=C(C(=C1)OC(C(=O)OCC)(C)C)[N+](=O)[O-])C1=C(C(=C(C(=C1F)F)F)F)F ethyl 2-([2,2',3',4',5',6'-hexafluoro-5-nitro-[1,1'-biphenyl]-4-yl] oxy)-2-methylpropionate